C(#N)C1=CC(=C(COC2=CC=CC(=N2)C2CCN(C3CC23)C(=O)OC(C)(C)C)C=C1)F tert-butyl 5-(6-((4-cyano-2-fluorobenzyl) oxy) pyridin-2-yl)-2-azabicyclo[4.1.0]heptane-2-carboxylate